N-(1-(4-((3,4-Dichloro-2-fluorophenyl)amino)pyrido[3,2-d]pyrimidin-6-yl)azetidin-3-yl)acrylamide ClC=1C(=C(C=CC1Cl)NC=1C2=C(N=CN1)C=CC(=N2)N2CC(C2)NC(C=C)=O)F